9-[1,4]dioxan-2-yl-2-((S)-1-[1,4]dioxan-2-ylmethoxy)-1-methyl-6,7-dihydro-pyrido[2,1-a]isoquinolin-4-one O1C(COCC1)C=1C=C2CCN3C(C2=CC1)=C(C(=CC3=O)OC[C@H]3OCCOC3)C